CC(COC=1C=CC2=C(C(=C(O2)C)C(=O)N[C@H](C(=O)N)CO)C1)(C)C (2S)-2-{[5-(2,2-dimethylpropoxy)-2-methyl-1-benzofuran-3-yl]formamido}-3-hydroxypropanamide